Cl.FC=1C=C(C=CC1F)[C@H]1[C@@H](C1)NC1=C2C(=NC(=N1)SC)N(N=C2)CCC N-((1R,2S)-2-(3,4-difluorophenyl)cyclopropyl)-6-(methylsulfanyl)-1-propyl-1H-pyrazolo[3,4-d]pyrimidin-4-amine hydrochloride